C([O-])(O)=O.C(CCCCCCCCC)[N+](C)(C)CCCCCCCCCC DIDECYL-DIMETHYL-AMMONIUM BICARBONATE